(S)-3-(1-aminoethyl)-8-((1-cyclopropyl-1H-pyrazol-4-yl)ethynyl)-2-phenylisoquinolin-1(2H)-one N[C@@H](C)C=1N(C(C2=C(C=CC=C2C1)C#CC=1C=NN(C1)C1CC1)=O)C1=CC=CC=C1